OCCC(C(=O)O)=C.C(C=C)(=O)O Acrylic acid (2-hydroxyethyl acrylate)